C(C)(C)(C)OC(=O)N1[C@@H](CCC1)C1=C2CN(CC2=CC(=C1)C=1C=C2C(=NC1)NC=C2C)C(CCCOC)=O (S)-2-(2-(2-methoxyEthylacetyl)-6-(3-methyl-1H-pyrrolo[2,3-b]pyridin-5-yl)isoindoline-4-yl)pyrrolidine-1-carboxylic acid tert-butyl ester